1-(4-(3-(6-(trifluoromethyl)nicotinoyl)pyrazin-2-yl)piperazin-1-yl)prop-2-en-1-one FC(C1=NC=C(C(=O)C=2C(=NC=CN2)N2CCN(CC2)C(C=C)=O)C=C1)(F)F